2-(methylthio)-9H-pyrido[4',3':3,4]cyclopenta[1,2-d]pyrimidin-9-one CSC=1N=CC2=C(N1)C(C1=C2C=CN=C1)=O